CC(C(CC1=CC=CC=C1)OC(CCC)=O)C butyric acid dimethyl-1-phenylpropan-2-yl ester